4-(2-Fluoro-4-nitrophenyl)-3,6-dihydropyridine-1(2H)-carboxylic acid tert-butyl ester C(C)(C)(C)OC(=O)N1CCC(=CC1)C1=C(C=C(C=C1)[N+](=O)[O-])F